C(C)(C)(C)OC(=O)C1=NNC=C1 tert-Butyl-1H-pyrazole-3-carboxylate